CN1C(N(C2=C1C=C(C=C2)N2CCC(CC2)C#CC2CCNCC2)C2C(NC(CC2)=O)=O)=O 3-(3-methyl-2-oxo-5-{4-[2-(piperidin-4-yl)ethynyl]piperidin-1-yl}-1,3-benzodiazol-1-yl)piperidine-2,6-dione